2-Chloro-N4-((2-(trifluoromethyl)-6,7-dihydro-5H-benzo[c]imidazo[1,2-a]azepine-9-yl)methyl)pyrimidine-4,5-diamine ClC1=NC=C(C(=N1)NCC1=CC2=C(C=3N(CCC2)C=C(N3)C(F)(F)F)C=C1)N